C(CC(O)(C(=O)O)CC(=O)O)(=O)O.O1CC=CC=C1 oxainine citrate